pyrazolo[1,5-a]pyridin-3-formic acid N1=CC(=C2N1C=CC=C2)C(=O)O